acetylpiperazinocytosine C(C)(=O)N(C1=NC(NC=C1)=O)N1CCNCC1